FC=1C=C2C(=CNC(C2=CC1F)=O)[C@@H](C)N(C(=O)NC1=CC(=CC=C1)F)C |r| Racemic-1-(1-(6,7-difluoro-1-oxo-1,2-dihydroisoquinolin-4-yl)ethyl)-3-(3-fluorophenyl)-1-methylurea